SCCSC(CS)C 2-((2-mercaptoethyl)thio)propan-1-thiol